P(=O)(OC([C@H](O)C(C)(C)CO)=O)([O-])[O-] pantoyl phosphate